C(C)(C)(C)OC(=O)N1[C@H](CN(CC1)C[B-](F)(F)F)C.[K+] potassium [(3S)-4-tert-butoxycarbonyl-3-methyl-piperazin-1-yl]methyl-trifluoro-boranuide